6-(4-(2,2-difluoroethyl)piperazin-1-yl)-2,2-dimethyl-5-nitro-2,3-dihydrofuro[2,3-b]Pyridine FC(CN1CCN(CC1)C1=C(C=C2C(=N1)OC(C2)(C)C)[N+](=O)[O-])F